N-(3-(4,4-difluoropiperidin-1-yl)-5-methylphenyl)-4-(ethylsulfanyl)-2-methyl-6-(6-azaspiro[2.5]oct-6-yl)benzamide FC1(CCN(CC1)C=1C=C(C=C(C1)C)NC(C1=C(C=C(C=C1N1CCC2(CC2)CC1)SCC)C)=O)F